C1(CC1)C1=C(C=CC=C1)[C@H]1N(CCC1)C1CC2(C1)CCN(CC2)C(=O)OC(C)(C)C tert-butyl (S)-2-(2-(2-cyclopropylphenyl) pyrrolidin-1-yl)-7-azaspiro[3.5]nonane-7-carboxylate